1-(3-methylphenethyl)-piperazine CC=1C=C(CCN2CCNCC2)C=CC1